OC=1C2=C(C=C(C=C2C=2C=CC=C(C2C1)O)[N+](=O)[O-])OC 9-hydroxy-8-methoxy-6-nitrophenanthrol